(R)-(3-(3-chloro-1,2,4-thiadiazol-5-yl)-8-methyl-5,6-dihydro-[1,2,4]triazolo[4,3-a]pyrazin-7(8H)-yl)(4-fluorophenyl-3-d)methanone ClC1=NSC(=N1)C1=NN=C2N1CCN([C@@H]2C)C(=O)C2=CC(=C(C=C2)F)[2H]